ClC1=CC=C(C=C1)C=1C(=C(C=CC1N)N)C(F)(F)F (4-chlorophenyl)-2-(trifluoromethyl)benzene-1,4-diamine